ClC1=NC=C(C(=N1)C1=C(C2=C(N(C(=N2)C)C(C)C)S1)C)F 5-(2-Chloro-5-fluoropyrimidin-4-yl)-3-isopropyl-2,6-dimethyl-3H-thieno[2,3-d]imidazole